(E)-N-(4-(1-(6-(4-(4-(6-(2-(2,6-dioxopiperidin-3-yl)-1,3-dioxoisoindolin-4-yl)hex-5-yn-1-yl)piperazin-1-yl)piperidin-1-yl)nicotinoyl)piperidin-4-yl)butyl)-3-(pyridin-3-yl)acrylamide O=C1NC(CCC1N1C(C2=CC=CC(=C2C1=O)C#CCCCCN1CCN(CC1)C1CCN(CC1)C1=NC=C(C(=O)N2CCC(CC2)CCCCNC(\C=C\C=2C=NC=CC2)=O)C=C1)=O)=O